C(C1=CC=CC=C1)(C1=CC=CC=C1)I Benzhydryl iodide